C(C)(C)(C)S(=O)(=O)[O-] tert-butylsulfonate